OC(C#CCN1C=2C3=C(C(=NN3CCC1=O)C1=NNC=C1)N=C(C2)N2[C@@H](COCC2)C)(C)C (R)-6-(4-hydroxy-4-methylpent-2-yn-1-yl)-4-(3-methylmorpholinyl)-2-(1H-pyrazol-3-yl)-8,9-dihydro-1,3,6,9a-tetraazabenzo[cd]azulene-7(6H)-one